1,6-Hexamethylenebis-Methacrylamide CC(=C)C(=O)NCCCCCCNC(=O)C(=C)C